NC=1SC=C(N1)C1N(CC(C1)(F)F)C1=CC=CC=C1 2-(2-aminothiazolyl)-4,4-difluoro-1-[phenyl]pyrrolidine